C[C@@H](CCCCCCCCCC)CCCCCCCCCCCCCCCC (S)-11-Methylheptacosane